citronellyl-acrylate C(CC(C)CCC=C(C)C)OC(C=C)=O